C(C)N1C=NC=2C1=NC(=CN2)N2CC(CCC2)COC2=C(C=CC=C2)C 1-ethyl-6-(3-((o-tolyloxy)methyl)piperidin-1-yl)-1H-imidazo[4,5-b]Pyrazine